6-(2-Chloro-6-fluorophenyl)-2-(4-ethyl-3-(hydroxymethyl)-5-oxo-4,5-dihydro-1H-1,2,4-triazol-1-yl)-3-fluoro-8-(prop-1-en-2-yl)-1,6-naphthyridin-5(6H)-one ClC1=C(C(=CC=C1)F)N1C(C=2C=C(C(=NC2C(=C1)C(=C)C)N1N=C(N(C1=O)CC)CO)F)=O